C1(CC1)NC1=CC(=NC=2N1N=CC2C#N)NC2=CC(=C(C=C2)OC)C[S@](=O)C |r| (±)-7-(cyclopropylamino)-5-((4-methoxy-3-((methylsulfinyl)methyl)phenyl)amino)pyrazolo[1,5-a]pyrimidine-3-carbonitrile